NC1=C(C(=NC=N1)OC1=CC(=C(C=C1)NC(=O)NC1=CC(=NN1C1=CC(=CC=C1)OCCC)C(C)(C)C)F)C#N 1-(4-((6-amino-5-cyanopyrimidin-4-yl)oxy)-2-fluorophenyl)-3-(3-(tert-butyl)-1-(3-propoxyphenyl)-1H-pyrazol-5-yl)urea